5-methyloxy-2-methyl-1H-indol COC=1C=C2C=C(NC2=CC1)C